2-(4-Fluorophenyl)-6,6-dimethyl-3-(1H-pyrazolo[3,4-b]pyridin-4-yl)-6,7-dihydro-5H-pyrazolo[5,1-b][1,3]oxazine FC1=CC=C(C=C1)C1=NN2C(OCC(C2)(C)C)=C1C1=C2C(=NC=C1)NN=C2